C(C)(C)(C)C=1C=C(C=C(C1)C(C)(C)C)[C@H]([C@H](CC)C1=NC2=CC=CC=C2C=C1)NC(C)=O N-((1S,2S)-1-(3,5-di-tert-butylphenyl)-2-(quinolin-2-yl)butyl)acetamide